Ethyl 2-[3-(4-methoxyphenyl) propionylamino]-3-phenylpropionate (Ethyl 2-[3-(4-methoxyphenyl) propanoylamino]-3-phenyl-propanoate) C(C)C(C(=O)O)(CC1=CC=CC=C1)NC(CCC1=CC=C(C=C1)OC)=O.COC1=CC=C(C=C1)CCC(=O)NC(C(=O)OCC)CC1=CC=CC=C1